COC(=O)C1=CN(C(C(=C1N)\C=C\OCC)=O)C1(CC1)C (E)-4-amino-5-(2-ethoxyvinyl)-1-(1-methylcyclopropyl)-6-oxo-1,6-dihydropyridine-3-carboxylic acid methyl ester